5-{1-[(Adamantan-1-yl)methyl]-5-methyl-1H-pyrazol-4-yl}-2-({6-[(1,3-benzothiazol-2-yl)amino]-5-methylpyridazin-3-yl}(3-methoxypropyl)amino)-1,3-thiazole-4-carboxylic acid C12(CC3CC(CC(C1)C3)C2)CN2N=CC(=C2C)C2=C(N=C(S2)N(CCCOC)C=2N=NC(=C(C2)C)NC=2SC3=C(N2)C=CC=C3)C(=O)O